COC=1C=CC(=NC1)COC=1C=C2CN(C(C2=CC1)=O)C1=NNC(C=C1)=O 5-[(5-methoxypyridin-2-yl)methoxy]-2-(6-oxo-1,6-dihydropyridazin-3-yl)-2,3-dihydro-1H-isoindol-1-one